FC1=CC=C(C=C1)C1=C(C=C2CNC(C2=C1)=O)C1=CC=NC=C1 6-(4-fluorophenyl)-5-(pyridin-4-yl)isoindolin-1-one